C(C)(=O)C1=CC=C(C=C1)NC(=O)NC1=CC=C2C(N(C=NC2=C1)CCOC)=O 1-(4-acetylphenyl)-3-(3-(2-methoxyethyl)-4-oxo-3,4-dihydroquinazolin-7-yl)urea